C(#N)N1CC(CCC1)(F)C=1OC2=NC=C(C=C2N1)C1=CC(=NC=C1)C#N 4-(2-(1-cyano-3-fluoropiperidin-3-yl)oxazolo[5,4-b]pyridin-6-yl)picolinenitrile